O[C@H]1C[C@@]2(CC[C@H]3[C@@H]4CC[C@H](C(C)=O)[C@]4(CC[C@@H]3[C@]2(CC1)C)C)C (3α,5α)-3-hydroxy-5-methylpregnan-20-one